(((3',5'-dichloro-[1,1'-biphenyl]-3,5-diyl)bis(methylene))bis(piperidine-1,4-diyl))dimethanamine ClC=1C=C(C=C(C1)Cl)C1=CC(=CC(=C1)CN1CCC(CC1)CN)CN1CCC(CC1)CN